C(C=C)OC1=CC=C(OCC2OC2)C=C1 2-{[4-(2-propene-1-oxy)phenoxy]methyl}oxirane